C1(CC1)S(=O)(=O)NC1=CC(=NC=C1)[C@@H](COC)NC(=O)C=1SC(=CN1)C1=NC(=CN=C1)OCC N-[(1S)-1-(4-cyclopropanesulfonamidopyridin-2-yl)-2-methoxyethyl]-5-(6-ethoxypyrazin-2-yl)-1,3-thiazole-2-carboxamide